(E)-3-(3-methoxy-4-(2-methoxyethoxy)phenyl)acryloyl chloride COC=1C=C(C=CC1OCCOC)/C=C/C(=O)Cl